[Br-].C(CCCCCCCCCCC)[N+](C)(C)CCCCCCCCCCCC di-dodecyl-di-methylammonium bromide